COC1=C(C=CC(=C1)N2CCN(CC2)C3C4CC5CC3CC(C5)(C4)O)[N+](=O)[O-] trans-4-[4-(3-methoxy-4-nitrophenyl)-1-piperazinyl]adamantan-1-ol